(S)-N-(1-(cyclobutylamino)-5-(3,3-difluoropiperidin-1-yl)-1-oxopent-3-yl)-1-cyclopentyl-5-(3-trifluoromethylpyridin-2-yl)-1H-pyrazole-3-carboxamide C1(CCC1)NC(C[C@H](CCN1CC(CCC1)(F)F)NC(=O)C1=NN(C(=C1)C1=NC=CC=C1C(F)(F)F)C1CCCC1)=O